2-[3'-t-butyl-2'-Hydroxy-5'-[2-(2-ethylhexyloxy)carbonyl-ethyl]phenyl]benzotriazole C(C)(C)(C)C=1C(=C(C=C(C1)CCC(=O)OCC(CCCC)CC)N1N=C2C(=N1)C=CC=C2)O